N-((4-(6-(6-(Difluoromethyl)imidazo[1,2-b]pyridazin-3-yl)pyrimidin-4-yl)-3-methylmorpholin-2-yl)methyl)methanesulfonamide FC(C=1C=CC=2N(N1)C(=CN2)C2=CC(=NC=N2)N2C(C(OCC2)CNS(=O)(=O)C)C)F